N-(4-((4-((5-chloro-4-phenylpyrimidin-2-yl)amino)-1H-pyrazol-1-yl)methyl)phenyl)acrylamide ClC=1C(=NC(=NC1)NC=1C=NN(C1)CC1=CC=C(C=C1)NC(C=C)=O)C1=CC=CC=C1